ClC1=CC(=CC2=C1N(C=N2)[C@@H]2C[C@@H](CCC2)N)F (1R,3S)-3-(7-chloro-5-fluoro-1H-benzo[d]imidazol-1-yl)cyclohexan-1-amine